[N+](=O)([O-])C1=CC=C(OC[C@@H]2CN([C@@H](O2)C(F)(F)F)C2=CC(=C(C#N)C=C2)C(F)(F)F)C=C1 4-((2S,5S)-5-((4-Nitrophenoxy)methyl)-2-(trifluoromethyl)oxazolidin-3-yl)-2-(trifluoromethyl)benzonitril